β-Benzoyl-phenylalanine C(C1=CC=CC=C1)(=O)C([C@H](N)C(=O)O)C1=CC=CC=C1